ClC1=C(C=C(C(=C1)F)OC)C1=CC=2NC(N(C(C2S1)=O)C1=CN=CC2=CC=CC(=C12)Cl)=O 6-(2-chloro-4-fluoro-5-methoxy-phenyl)-3-(5-chloro-4-isoquinolyl)-1H-thieno[3,2-d]pyrimidine-2,4-dione